C(C=C)(=O)C1(C(C(=O)[O-])(CCCC1)OCC)C(=O)[O-] acryloylethoxyhexahydrophthalate